CN([C@H](CNC(=O)N[C@H](CC1=CSC=C1)C)CC1=CC=C(C=C1)O)C 1-[(S)-2-(Dimethylamino)-3-(4-hydroxyphenyl)propyl]-3-((S)-1-(thiophen-3-yl)propan-2-yl)urea